1,2-benzothiazol-3(2H)-one 1,1-dioxide S1(NC(C2=C1C=CC=C2)=O)(=O)=O